4,5-dimethoxycyclohexane COC1CCCCC1OC